3-[rac-(1R)-1-[7-[6-[2-(3-cyclopropyl-5-methyl-1,2,4-triazol-4-yl)-4-fluoro-phenoxy]-1,2,4-triazin-5-yl]-2,7-diazaspiro[3.4]octan-2-yl]-2-methyl-propyl]cyclobutanone C1(CC1)C1=NN=C(N1C1=C(OC2=C(N=CN=N2)N2CCC3(CN(C3)[C@H](C(C)C)C3CC(C3)=O)C2)C=CC(=C1)F)C |r|